tert-butyl 4-(4-oxopentyl)piperazine-1-carboxylate O=C(CCCN1CCN(CC1)C(=O)OC(C)(C)C)C